N-((3S,4R)-4-((6-(2,6-dichloro-3,5-di-methoxyphenyl)-8-(oxetan-3-yl-amino)pyrido[3,4-d]pyrimidin-2-yl)amino)-1-(oxetan-3-yl)pyrrolidin-3-yl)acrylamide ClC1=C(C(=C(C=C1OC)OC)Cl)C1=CC2=C(N=C(N=C2)N[C@H]2[C@H](CN(C2)C2COC2)NC(C=C)=O)C(=N1)NC1COC1